Trimethyl-stearylammonium chlorid [Cl-].C[N+](CCCCCCCCCCCCCCCCCC)(C)C